ClC1=NC2=CC(=CC=C2C=C1)CN(C(C)=O)C1=C(C=CC=C1)S(=O)(=O)C N-[(2-chloro-quinolin-7-yl)methyl]-N-(2-methanesulfonylphenyl)acetamide